4-(5-(6-((6-methoxypyridin-3-yl)methyl)-3,6-diazabicyclo[3.1.1]Heptane-3-yl)pyrazin-2-yl)pyrazoline COC1=CC=C(C=N1)CN1C2CN(CC1C2)C=2N=CC(=NC2)C2=CNNC2